6-(trifluoromethyl)pyrazine-2-carboxylic acid FC(C1=CN=CC(=N1)C(=O)O)(F)F